BrC1=CC=C(C(=N1)NC(=O)[C@@H]1[C@@H]2C[C@@H]2CN1C(CN1N=C(C2=CC(=CC(=C12)C)C=1C=NC(=NC1)C)C(C)O)=O)C (1R,2S,5S)-N-(6-bromo-3-methylpyridin-2-yl)-3-(2-(3-(1-hydroxyethyl)-7-methyl-5-(2-methylpyrimidin-5-yl)-1H-indazol-1-yl)acetyl)-3-azabicyclo[3.1.0]hexane-2-carboxamide